(2S,4S)-4-azido-2-(2-((tert-butyldimethylsilyl)oxy)ethyl)piperidine-1-carboxylic acid tert-butyl ester C(C)(C)(C)OC(=O)N1[C@@H](C[C@H](CC1)N=[N+]=[N-])CCO[Si](C)(C)C(C)(C)C